C1(=CC=CC=C1)C(CC1C=CC2=CC=CC=C12)C 1-(2-phenylpropyl)-1H-indene